3-methylbutyrate ammonium [NH4+].CC(CC(=O)[O-])C